CC1(CNC(C2=CC=C(C=C12)C1=CNC2=NC=C(C=C21)C(=O)NC=2C=NC=C(C2)F)=O)C 3-(4,4-dimethyl-1-oxo-1,2,3,4-tetrahydroisoquinolin-6-yl)-N-(5-fluoropyridin-3-yl)-1H-pyrrolo[2,3-b]pyridine-5-carboxamide